3-(5-(((1R,2R)-2-(((4,4-difluorocyclohexyl)methyl)amino)cyclopentyl)oxy)-1-oxoisoindolin-2-yl)piperidine-2,6-dione FC1(CCC(CC1)CN[C@H]1[C@@H](CCC1)OC=1C=C2CN(C(C2=CC1)=O)C1C(NC(CC1)=O)=O)F